4-(2-chloroethyl)tert-butyl-benzene ClCCC1=CC=C(C=C1)C(C)(C)C